ethyl 2-(4-cyanopiperidin-1-yl)-1-(4-methoxybenzyl)-1H-imidazole-5-carboxylate C(#N)C1CCN(CC1)C=1N(C(=CN1)C(=O)OCC)CC1=CC=C(C=C1)OC